FC1=C2CC(CC2=C(C=C1NC(=O)OCC1=NC(=C(N=C1N1CCC(CC1)(C)N)C)SC1=C(C(=CC=C1)Cl)Cl)F)CO (3-(4-amino-4-methylpiperidin-1-yl)-6-((2,3-dichlorophenyl)thio)-5-methylpyrazin-2-yl)methanol [4,7-difluoro-2-(hydroxymethyl)indan-5-yl]carbamate